FC(CCCCCCCCCCCCCCCCC[Mg]Br)(F)F (18,18,18-trifluorooctadecyl)magnesium bromide